CCCCCCCCCCCCCCCCCCCCCC(=O)OC(CC(=O)[O-])C[N+](C)(C)C The molecule is an O-acylcarnitine having behenoyl (docosanoyl) as the acyl substituent. It has a role as a metabolite. It derives from a carnitine.